[Ir+3].CC=1N(C(=NN1)C1=CC=CC=C1)C1=CC=CC=C1.CC=1N(C(=NN1)C1=CC=CC=C1)C1=CC=CC=C1.CC=1N(C(=NN1)C1=CC=CC=C1)C1=CC=CC=C1 tris(5-methyl-3,4-diphenyl-4H-1,2,4-triazol) iridium (III)